C(CC)OCC(OCCC)COCCC 1,2,3-tripropylglycerol